4-(butan-1-yn-1-yl)-1H-indazole-7-carboxylate C(#CCC)C1=C2C=NNC2=C(C=C1)C(=O)[O-]